CC1=CC=C(C=N1)N1NC(C=C1)=O 2-(6-methylpyridin-3-yl)-5-oxopyrazolin